ClC1=C(C=CC=C1)C(C)OC1=C(NC(=C1)C(=O)NCC)C(=O)NC 3-(1-(2-chlorophenyl)ethoxy)-N5-ethyl-N2-methyl-1H-pyrrole-2,5-dicarboxamide